methyl-sulfonyl-5-propylpyrimidin CS(=O)(=O)C1=NC=C(C=N1)CCC